C(C)OC(=O)C=1C(=NN(C1)CC1=CC=C(C=C1)CC1CC1)COC 1-(4-(cyclopropylmethyl)benzyl)-3-(methoxymethyl)-1H-pyrazole-4-carboxylic acid ethyl ester